(+/-)-α-amino-3-(4'-chloro-5-phosphonomethyl-[1,1'-biphenyl]-3-yl)propanoic acid N[C@@H](C(=O)O)CC=1C=C(C=C(C1)CP(=O)(O)O)C1=CC=C(C=C1)Cl |r|